N-((2S)-1-((4-(cyclopropylamino)-3,4-dioxo-1-((S)-2-oxopyrrolidin-3-yl)butan-2-yl)amino)-4,4-dimethyl-1-oxopentan-2-yl)-2-phenylcyclopropane-1-carboxamide C1(CC1)NC(C(C(C[C@H]1C(NCC1)=O)NC([C@H](CC(C)(C)C)NC(=O)C1C(C1)C1=CC=CC=C1)=O)=O)=O